2-(2-(3-(4-(2,2-Dimethoxyethyl)piperazin-1-yl)phenyl)pyridin-4-yl)-1,5,6,7-tetrahydro-4H-pyrrolo[3,2-c]pyridin-4-one COC(CN1CCN(CC1)C=1C=C(C=CC1)C1=NC=CC(=C1)C1=CC=2C(NCCC2N1)=O)OC